1,1'-(3,3'-ditrifluoromethyl[1,1'-biphenyl]-4,4'-diyl)bis{4-trifluoroacetylamino-3-[(E)-diazenyl]naphthalene-1-sulfonic acid} FC(C=1C=C(C=CC1C1(CC(=C(C2=CC=CC=C12)NC(C(F)(F)F)=O)\N=N\[H])S(=O)(=O)O)C1=CC(=C(C=C1)C1(CC(=C(C2=CC=CC=C12)NC(C(F)(F)F)=O)\N=N\[H])S(=O)(=O)O)C(F)(F)F)(F)F